ClC1=C(C=C(C=C1)Cl)NC(=S)NC1CN(C(C1)=O)C1=CC=C(C=C1)OC 1-(2,5-dichlorophenyl)-3-[1-(4-methoxyphenyl)-5-oxopyrrolidin-3-yl]thiourea